cis-4-fluoro-5-((5-(3-hydroxycyclopentyl)-1H-pyrazol-3-yl)amino)-1,3-dihydrobenzo[c]thiophene 2,2-dioxide FC1=C(C=CC=2CS(CC21)(=O)=O)NC2=NNC(=C2)[C@@H]2C[C@@H](CC2)O